14-methyloctadec-1-ene CC(CCCCCCCCCCCC=C)CCCC